1-[[2-(difluoromethoxy)pyridin-4-yl]methyl]-3-(1-oxaspiro[4.4]nonan-3-yl)urea FC(OC1=NC=CC(=C1)CNC(=O)NC1COC2(C1)CCCC2)F